(2R,3R,11bR)-3-(tert-butoxy)-9-((1-fluorocyclopropyl)methoxy)-10-methoxy-1,3,4,6,7,11b-hexahydro-2H-pyrido[2,1-a]isoquinolin-2-ol C(C)(C)(C)O[C@H]1[C@@H](C[C@H]2N(CCC3=CC(=C(C=C23)OC)OCC2(CC2)F)C1)O